tertiary butyl 4-(4-amino-3-methoxyphenyl)piperazin-1-carboxylate NC1=C(C=C(C=C1)N1CCN(CC1)C(=O)OC(C)(C)C)OC